N-(2,2-dimethyl-6-(3-methyl-4,6-dihydropyrrolo[3,4-c]pyrazol-5(1H)-yl)-2,3-dihydrobenzofuran-5-yl)pyrazolo[1,5-a]pyrimidine-3-carboxamide CC1(OC2=C(C1)C=C(C(=C2)N2CC=1NN=C(C1C2)C)NC(=O)C=2C=NN1C2N=CC=C1)C